4-(tert-butylamino)pyrido[3,2-d]pyrimidine-2-carbonitrile C(C)(C)(C)NC=1C2=C(N=C(N1)C#N)C=CC=N2